C(C)(=O)N1CCN(CC1)C1=NC(=NC=C1)NC1=CC(=C(C(=O)N([C@H]2CNCCC2)C2=NC=CC3=CC=CC(=C23)C)C=C1)F (R)-4-((4-(4-acetylpiperazin-1-yl)pyrimidin-2-yl)amino)-2-fluoro-N-(8-methylisoquinolin-1-yl)-N-(piperidin-3-yl)benzamide